2-((5-isobutyl-4-(3-(2-methoxyethoxy)phenyl)thiazol-2-yl)amino)-5-(thiophen-2-yl)nicotinic Acid C(C(C)C)C1=C(N=C(S1)NC1=C(C(=O)O)C=C(C=N1)C=1SC=CC1)C1=CC(=CC=C1)OCCOC